O1C=2C(OCC1COCCC(S(=O)(=O)[O-])CCC(C)C)=CSC2.[Na+].C(C)(C)(C)C2=CC=C(C=C2)C2=NC=NC1=CC=CC=C21 4-(4-tert-butylphenyl)quinazoline sodium 3-[(2,3-dihydrothieno[3,4-b]-[1,4]dioxin-2-yl)methoxy]-1-isopentyl-1-propanesulfonate